N-acetyl-S-(2-hydroxyethyl)-L-cysteine-d4 C(C)(=O)N([C@@](C(SCCO)([2H])[2H])(C(=O)O)[2H])[2H]